CC=1C=C(C=C(C1)C)[Sb](Cl)Cl 3,5-dimethylphenyl-antimony chloride